dimethoxykaempferol COC1=C(C(=C(C=2C(C(=C(OC12)C1=CC=C(O)C=C1)O)=O)O)OC)O